tert-Butyl 2-(3,3-difluoro-2-oxoindolin-1-yl)acetate FC1(C(N(C2=CC=CC=C12)CC(=O)OC(C)(C)C)=O)F